C(#N)[C@H](C)NC(C1=CC=C(C=C1)C1=NC(=NC=C1C)NC=1C=NN(C1)C1CC(OC(C1)C)C)=O N-((S)-1-cyanoethyl)-4-(2-((1-(cis-2,6-dimethyltetrahydro-2H-pyran-4-yl)-1H-pyrazol-4-yl)amino)-5-methylpyrimidin-4-yl)benzamide